(((1r,2s)-2-((p-toluenesulfonyloxy)methyl)cyclopropyl)methoxy)propionic acid tert-butyl ester C(C)(C)(C)OC(C(C)OC[C@H]1[C@H](C1)COS(=O)(=O)C1=CC=C(C)C=C1)=O